NC(C(=O)ON1CC2=CC=CC=C2C=C1)C(C)C Isoquinolin-2-yl 2-amino-3-methylbutanoate